N-((1S)-1-(4,4-difluorocyclohexyl)-2-oxo-2-((2-(6-oxo-5,7-diazaspiro[2.5]octan-5-yl)-2-(p-tolylcarbamoyl)-2,3-dihydro-1H-inden-5-yl)amino)ethyl)-4-methyl-1,2,5-oxadiazole-3-carboxamide FC1(CCC(CC1)[C@@H](C(NC=1C=C2CC(CC2=CC1)(C(NC1=CC=C(C=C1)C)=O)N1CC2(CC2)CNC1=O)=O)NC(=O)C1=NON=C1C)F